NC1=NC(=CC(=N1)C1=NN(C=C1CC1=C(C(=O)O)C=CC=C1)C)Cl 2-[[3-(2-amino-6-chloro-pyrimidin-4-yl)-1-methyl-pyrazol-4-yl]methyl]benzoic acid